C(C(=C)C)(=O)OC1=CC(=NC2=CC=CC=C12)C1=CC=C(C=C1)NC(C=C)=O (2-(4-acrylamidophenyl) quinolin-4-yl) methacrylate